(3S)-4-(4-tert-butylpiperidin-1-yl)-3-(9H-fluoren-9-ylmethoxycarbonylamino)-4-oxobutanoic acid C(C)(C)(C)C1CCN(CC1)C([C@H](CC(=O)O)NC(=O)OCC1C2=CC=CC=C2C=2C=CC=CC12)=O